The molecule is an alpha-amino acid that is alanine bearing an indol-3-yl substituent at position 3. It has a role as a Daphnia magna metabolite. It is an alpha-amino acid, an aminoalkylindole, a polar amino acid and an aromatic amino acid. It contains a 1H-indol-3-ylmethyl group. It is a conjugate base of a tryptophanium. It is a conjugate acid of a tryptophanate. It is a tautomer of a tryptophan zwitterion. C1=CC=C2C(=C1)C(=CN2)CC(C(=O)O)N